2-[4-[3-(2-Hydroxyphenyl)-3-oxoprop-1-enyl]phenyl]sulfanyl-2-methylpropanoic acid OC1=C(C=CC=C1)C(C=CC1=CC=C(C=C1)SC(C(=O)O)(C)C)=O